(S)-4-(4-acryloyl-3-(cyanomethyl)piperazin-1-yl)-N-(1-(aminomethyl)cyclopropyl)-7-(8-methylnaphthalen-1-yl)-5,6,7,8-tetrahydro-1,7-naphthyridine-2-carboxamide C(C=C)(=O)N1[C@H](CN(CC1)C1=CC(=NC=2CN(CCC12)C1=CC=CC2=CC=CC(=C12)C)C(=O)NC1(CC1)CN)CC#N